N1-(6-methoxypyridin-3-yl)-3-methylbenzene-1,2-diamine COC1=CC=C(C=N1)NC=1C(=C(C=CC1)C)N